ethyl 5-[2-[5-(2-aminoethyl)pyridin-2-yl]-5-cyanophenoxy]-1-methylpyrazole-3-carboxylate NCCC=1C=CC(=NC1)C1=C(OC2=CC(=NN2C)C(=O)OCC)C=C(C=C1)C#N